O-tert-butyl N-(4-aminocyclohexyl)carbamate NC1CCC(CC1)NC(OC(C)(C)C)=O